4-((6-((4-ethoxyphenyl)carbamoyl)naphthalen-2-yl)oxy)-7-methoxyquinoline-6-carboxamide C(C)OC1=CC=C(C=C1)NC(=O)C=1C=C2C=CC(=CC2=CC1)OC1=CC=NC2=CC(=C(C=C12)C(=O)N)OC